PYRROLO[3,2-B]PYRIDINE N1C=CC2=NC=CC=C21